I.[C@@H]12NC[C@@H]([C@H](C1)OCC=1C(=NOC1C1CC1)C1=C(C=CC=C1Cl)Cl)C2 |&1:5| 4-(((1S,4S,SR)-2-azabicyclo[2.2.1]heptan-5-yloxy)methyl)-5-cyclopropyl-3-(2,6-dichlorophenyl)isoxazole hydroiodide salt